[Na].COCCO 2-methoxyethanol sodium salt